N-(4-(5-(6-(3-cyanopyrrolo[1,2-b]pyridazin-7-yl)-4-(oxetan-3-ylamino)pyridin-3-yl)-1,3,4-thiadiazol-2-yl)bicyclo[2.1.1]hex-1-yl)acetamide C(#N)C1=CC=2N(N=C1)C(=CC2)C2=CC(=C(C=N2)C2=NN=C(S2)C21CCC(C2)(C1)NC(C)=O)NC1COC1